1-(4-aminobut-2-ynyl)-3-(2,4-bis(trifluoromethyl)phenyl)-7-fluoro-4,5-dihydro-1H-benzo[b]azepin-2(3H)-one NCC#CCN1C2=C(CCC(C1=O)C1=C(C=C(C=C1)C(F)(F)F)C(F)(F)F)C=C(C=C2)F